P(=O)(=O)NP([O-])[O-] phosphophosphoramidite